COC(=O)C=1C(=CC(=C2C1CCO2)Cl)N 5-Amino-7-chloro-2,3-dihydrobenzofuran-4-carboxylic acid methyl ester